monobutylchlorotin dihydroxide C(CCC)[Sn](Cl)(O)O